4-phenyl-2-Pyrrolidone C1(=CC=CC=C1)C1CC(NC1)=O